NC=1C2=C(N=CN1)N(C=C2C2=CC(=C(C=C2)NC(=O)NC2=CC(=C(C=C2)CN2CCN(CC2)C)C(F)(F)F)F)CCOC 1-(4-(4-amino-7-(2-methoxyethyl)-7H-pyrrolo[2,3-d]pyrimidin-5-yl)-2-fluorophenyl)-3-(4-((4-methylpiperazin-1-yl)methyl)-3-(trifluoromethyl)phenyl)urea